decyl-1H-imidazole bromide salt [Br-].C(CCCCCCCCC)N1C=NC=C1